FC=1C=C(C=CC1)N1CCC(CC1)C1=NNC(=C1)C=1C=CNC1 4-(3-(1-(3-fluorophenyl)piperidin-4-yl)-1H-pyrazol-5-yl)-1H-pyrrole